iron (III) oxide tert-butyl-N-[2-(6-chloro-2-pyridyl)-2-(5-methoxy-1,3-dimethyl-pyrazol-4-yl)propyl]carbamate C(C)(C)(C)OC(NCC(C)(C=1C(=NN(C1OC)C)C)C1=NC(=CC=C1)Cl)=O.[O-2].[Fe+3].[O-2].[O-2].[Fe+3]